CO[SiH3] methoxy(monosilane)